COC=1C=C(C=CC1NCC#CC=1N(C2=CC=CC(=C2C1)NC1CCC(CC1)N1CCS(CC1)(=O)=O)CC(F)(F)F)S(=O)(=O)N 3-methoxy-4-{[3-(4-{[(1S,4S)-4-(1,1-dioxo-1λ6-thiomorpholin-4-yl)cyclohexyl]amino}-1-(2,2,2-trifluoroethyl)-1H-indol-2-yl)prop-2-yn-1-yl]amino}benzene-1-sulfonamide